7-fluoro-3-phenyl-1-(trifluoromethyl)-5,6,7,8-tetrahydroindolizin-8-ol FC1CCN2C(=CC(=C2C1O)C(F)(F)F)C1=CC=CC=C1